1,3-propanetricarboxylic acid C(C(CC(=O)O)C(=O)O)C(=O)O